C1CCC12CCN(CC2)C2=C(C=CC=C2)NS(=O)(=O)C=2C=C(SC2)S(=O)(=O)N(C)C N4-[2-(7-azaspiro[3.5]nonan-7-yl)phenyl]-N2,N2-dimethylthiophene-2,4-disulfonamide